tert-butyl 5-[7-fluoro-6-[7-fluoro-3-(methoxymethoxy)-8-(2-triisopropylsilylethynyl)-1-naphthyl]-1-methyl-pyrazolo[4,3-c]pyridin-3-yl]-6-oxo-2-azabicyclo[2.2.2]octane-2-carboxylate FC=1C2=C(C=NC1C1=CC(=CC3=CC=C(C(=C13)C#C[Si](C(C)C)(C(C)C)C(C)C)F)OCOC)C(=NN2C)C2C1CN(C(C2=O)CC1)C(=O)OC(C)(C)C